17-oxo-20-({(2R)-2,5,7,8-tetramethyl-2-[(4R,8R)-4,8,12-trimethyltridecyl]-3,4-dihydro-2H-1-benzopyran-6-yl}oxy)-4,7,10,13-tetraoxa-16-azaicosan-1-amide O=C(NCCOCCOCCOCCOCCC(=O)N)CCCOC=1C(=C(C2=C(CC[C@](O2)(CCC[C@@H](CCC[C@@H](CCCC(C)C)C)C)C)C1C)C)C